BrC1=CC=C(C=C1)N(C=O)C(C(CC)=O)C N-(4-bromophenyl)-N-(1-methyl-2-oxo-butyl)formamide